C(C)(C)(C)C=1C=CC2=C(C(NS2(=O)=O)C2=CSC=C2)C1 5-(tert-butyl)-3-(thiophen-3-yl)-2,3-dihydrobenzo[d]isothiazole 1,1-dioxide